3-bromo-9,9-difluoro-9H-fluorene BrC=1C=CC=2C(C3=CC=CC=C3C2C1)(F)F